COC1=NC=CC=C1C(=O)O 2-methoxypyridine-3-carboxylic acid